COC1=CC2=C(OC3=C2C=CC=C3)C=C1 2-methoxydibenzofuran